N-((2,6-dihydroxy-3'-methyl-4-pentyl-[1,1'-biphenyl]-3-yl)sulfonyl)-2-(oxazol-2-yl)acetamide OC1=C(C(=CC(=C1S(=O)(=O)NC(CC=1OC=CN1)=O)CCCCC)O)C1=CC(=CC=C1)C